C(C)(C)C1=CC=2\C(\C3=CC=CC=C3SC2C=C1)=N\OS(=O)(=O)C1=CC=C(CNC(CCC(=O)ON2C(CCC2=O)=O)=O)C=C1 2,5-dioxopyrrolidin-1-yl (E)-4-((4-((((2-isopropyl-9H-thioxanthen-9-ylidene)amino)oxy)sulfonyl)benzyl)amino)-4-oxobutanoate